N1C=NC(=C1)CCNC1=NC(=NC2=CC=CC=C12)N1C=CC=C1 N-(2-(1H-imidazol-4-yl)ethyl)-2-(1H-pyrrol-1-yl)quinazolin-4-amine